[(2S,6R)-6-(trifluoromethyl)morpholin-2-yl]methanol FC([C@@H]1O[C@@H](CNC1)CO)(F)F